N-(3,5-dichloro-4-pyridinyl)-2-[1-(4-fluorobenzyl)-5-hydroxy-1H-indol-3-yl]-2-oxoacetamide ClC=1C=NC=C(C1NC(C(=O)C1=CN(C2=CC=C(C=C12)O)CC1=CC=C(C=C1)F)=O)Cl